FC1=C(C=C(C=C1)CNC(OC(C)(C)C)=O)O tert-butyl N-((4-fluoro-3-hydroxyphenyl)methyl)carbamate